NC=1C=C(CN(C(OC(C)(C)C)=O)C)C=CC1 tert-butyl (3-aminobenzyl)(methyl)carbamate